2-Ethyl-4-((3-fluoro-6-(thiazol-2-ylamino)pyridin-2-yl)methyl)piperidine-4-carboxylic acid methyl ester dihydrochloride Cl.Cl.COC(=O)C1(CC(NCC1)CC)CC1=NC(=CC=C1F)NC=1SC=CN1